[1,4-bis(4-aminophenyl)-1H-pyrrol-2-yl](3,4,5-trimethoxyphenyl)methanone NC1=CC=C(C=C1)N1C(=CC(=C1)C1=CC=C(C=C1)N)C(=O)C1=CC(=C(C(=C1)OC)OC)OC